CNC1=C(C(=O)N)C=CC(=C1)[N+](=O)[O-] 2-(methylamino)-4-nitrobenzamide